N-ethyl-2-(6-oxo-3-(4-(2,2,2-trifluoroethoxy)phenyl)pyridazin-1(6H)-yl)acetamide C(C)NC(CN1N=C(C=CC1=O)C1=CC=C(C=C1)OCC(F)(F)F)=O